5-[6-chloro-3-[1-[4,7-dimethyl-3-(1-methyl-4-piperidyl)-5-oxo-pyrazolo[3,4-c]isoquinolin-9-yl]ethylamino]-2-pyridyl]-N-methyl-pyridine-2-carboxamide ClC1=CC=C(C(=N1)C=1C=CC(=NC1)C(=O)NC)NC(C)C=1C=2C3=C(N(C(C2C=C(C1)C)=O)C)N(N=C3)C3CCN(CC3)C